C1(CCCCC1)C(C)(C)OC(=O)CCCOC(=O)C1C2C=CC(C1)C2 5-(3-(2-cyclohexyl-2-propoxycarbonyl)propoxycarbonyl)-bicyclo[2.2.1]hept-2-ene